(2,4-dichlorophenoxy)-N-(1-((perfluorophenyl)sulfonyl)azetidin-3-yl)acetamide ClC1=C(OCC(=O)NC2CN(C2)S(=O)(=O)C2=C(C(=C(C(=C2F)F)F)F)F)C=CC(=C1)Cl